N-benzyl-3-(1-(4-(2-morpholinoethoxy)phenyl)-1H-1,2,3-triazol-4-yl)propanamide C(C1=CC=CC=C1)NC(CCC=1N=NN(C1)C1=CC=C(C=C1)OCCN1CCOCC1)=O